Cl.C(C1=CC=CC=C1)O[C@@H](CNCC(=O)O)[C@@H]([C@H]([C@H](C)O)OCC1=CC=CC=C1)OCC1=CC=CC=C1 ((2S,3S,4S,5S)-2,3,4-tris(benzyloxy)-5-hydroxyhexyl)glycine hydrochloride